C1CCOS1(=O)=O propane-1,3-sultone